CNC1=CC=C(C=2C(C3=CC=CC=C3C(C12)=O)=O)NC1=CC=C(C=C1)C 1-(methylamino)-4-p-toluidinoanthraquinone